trans-N-(o-tolyl)-4-{[(7-trifluoromethylquinolin-4-yl)amino]methyl}cyclohexane-1-carboxamide C1(=C(C=CC=C1)NC(=O)[C@@H]1CC[C@H](CC1)CNC1=CC=NC2=CC(=CC=C12)C(F)(F)F)C